bis(4-amino-2,3-dichlorophenyl)methane NC1=C(C(=C(C=C1)CC1=C(C(=C(C=C1)N)Cl)Cl)Cl)Cl